NC1=NC=2C=CC(=CC2C2=C1CCC2)C(=O)N(C(C)C2=NC=CC=N2)CC2=NN1C(C=CC=C1)=C2 4-amino-N-(pyrazolo[1,5-a]pyridin-2-ylmethyl)-N-(1-(pyrimidin-2-yl)ethyl)-2,3-dihydro-1H-cyclopenta[c]quinoline-8-carboxamide